3,3,4-trimethylpiperazin-2-one CC1(C(NCCN1C)=O)C